2'-{6-amino-5-[(1R)-1-(pyridin-2-yl)ethoxy]pyridin-3-yl}-N-ethyl-5',6'-dihydrospiro[pyrrolidine-3,4'-pyrrolo[1,2-b]pyrazole]-1-carboxamide NC1=C(C=C(C=N1)C=1C=C2N(N1)CCC21CN(CC1)C(=O)NCC)O[C@H](C)C1=NC=CC=C1